C(C1=C(C=C(N(CCCCCCCC)CCCCCCCC)C=C1OC)OC)C1=C(C=C(N(CCCCCCCC)CCCCCCCC)C=C1OC)OC 4,4'-methylenebis(3,5-dimethoxy-N,N-dioctyl-aniline)